N-[4-(5-{1-[(2E)-2-(aminomethyl)-3-fluoroprop-2-en-1-yl]-5-oxo-1,5-dihydro-4H-1,2,4-triazol-4-yl}-4-methylpyridin-2-yl)phenyl]acetamide NC/C(/CN1N=CN(C1=O)C=1C(=CC(=NC1)C1=CC=C(C=C1)NC(C)=O)C)=C\F